(6S)-4-(4-chlorophenyl)-N-[4-[[[(2E)-3-(3-pyridinyl)-1-oxo-2-propen-1-yl]amino]ethyl]phenyl]-2,3,9-trimethyl-6H-thieno[3,2-f][1,2,4]triazolo[4,3-a][1,4]diazepine-6-acetamide ClC1=CC=C(C=C1)C1=N[C@H](C=2N(C3=C1C(=C(S3)C)C)C(=NN2)C)CC(=O)NC2=CC=C(C=C2)CCNC(\C=C\C=2C=NC=CC2)=O